2-(4-((1-(4-Nitro-2-chlorophenyl)piperidin-4-yl)methoxy)piperidin-1-yl)acetic acid ethyl ester C(C)OC(CN1CCC(CC1)OCC1CCN(CC1)C1=C(C=C(C=C1)[N+](=O)[O-])Cl)=O